C1(CCC1)C1=CC=C(C=C1)C1=CC=C(C=C1)C(C(=O)N[C@H](C)C1=CC=CC=C1)=CO (2S)-2-{4'-Cyclobutyl-[1,1'-biphenyl]-4-yl}-3-hydroxy-N-[(1R)-1-phenylethyl]propenamide